ClC1=C(C=CC=C1OCCCN1CC(CC1)O)C=1C=C(NC2=NOC3=C2C=CC=C3)C=CC1 3-(3-(2-Chloro-3-(3-(3-hydroxypyrrolidin-1-yl)propoxy)phenyl)anilino)benzisoxazol